N-(3-(5-((3-acrylamido-4-(3-hydroxypiperidine-1-carbonyl)phenyl)amino)-1-methyl-6-oxo-1,6-dihydropyridin-3-yl)-2-methylphenyl)-4-(tert-butyl)benzamide C(C=C)(=O)NC=1C=C(C=CC1C(=O)N1CC(CCC1)O)NC1=CC(=CN(C1=O)C)C=1C(=C(C=CC1)NC(C1=CC=C(C=C1)C(C)(C)C)=O)C